(S)-2-(oxazol-2-yl)-7-(4-(2-(((S)-tetrahydrofuran-3-yl)oxy)phenyl)piperidin-1-yl)-5-oxa-2-azaspiro[3.4]octane O1C(=NC=C1)N1CC2(C1)OC[C@H](C2)N2CCC(CC2)C2=C(C=CC=C2)O[C@@H]2COCC2